BrC=1C=C2C(=CC1)CNC[C@]21[C@@H](C1)F (2'r,4r)-6-bromo-2'-fluoro-spiro[2,3-dihydroisoquinoline-4,1'-cyclopropane]